FC1=C(C(=CC=C1)F)C=1C=2C=3CCCC(CC3SC2NC([C@@H](N1)C)=O)(F)F (5S)-3-(2,6-difluorophenyl)-12,12-difluoro-5-methyl-9-thia-4,7-diazatricyclo[8.5.0.02,8]pentadec-1(10),2(8),3-trien-6-one